(R)-N-(2-fluoro-3-hydroxy-3-methylbutyl)-4-(oxetan-3-ylamino)-6-(1H-pyrazol-4-yl)quinoline-3-carboxamide F[C@H](CNC(=O)C=1C=NC2=CC=C(C=C2C1NC1COC1)C=1C=NNC1)C(C)(C)O